Ethyl (2S)-2-[(ethoxycarbonyl)amino]-4-(ethoxy methylphosphinyl)butanoate C(C)OC(=O)N[C@H](C(=O)OCC)CCP(=O)COCC